N-[(1R)-1-[3-Methoxy-5-(2-methylpyrazol-3-yl)phenyl]ethyl]-2-methyl-5-[(1R,4R)-5-methyl-2,5-diazabicyclo[2.2.1]heptan-2-yl]benzamide COC=1C=C(C=C(C1)C=1N(N=CC1)C)[C@@H](C)NC(C1=C(C=CC(=C1)N1[C@H]2CN([C@@H](C1)C2)C)C)=O